ethyl 1-[[methyl-(2,2,2-trifluoroacetyl)amino]methyl]cyclopentane-1-carboxylate CN(C(C(F)(F)F)=O)CC1(CCCC1)C(=O)OCC